N,N-bis(triethylsilyl)n-butylamine C(C)[Si](N([Si](CC)(CC)CC)CCCC)(CC)CC